Cl.ClCCN1CCOCC1 4-(2-chloro-ethyl)-morpholine hydrochloride